N1CC(C1)NC=1C=CC(=NC1)[C@H]1N([C@@H](CC2=C3C(=CC=C12)NC(O3)=O)C)CC(F)(F)F (6S,8R)-6-(5-(azetidin-3-ylamino)pyridin-2-yl)-8-methyl-7-(2,2,2-trifluoroethyl)-6,7,8,9-tetrahydrooxazolo[5,4-f]isoquinolin-2(3H)-one